C(C)(C)(C)N1CCCCC1 tert-butyl-piperidin